2-(difluoromethoxy)-N-[(1R,2S)-2-fluorocyclopropyl]-6-methoxy-4-[2-methyl-6-(1-methylpyrazol-4-yl)-4-[3-(oxan-2-yloxy)propoxy]indazol-3-yl]benzamide FC(OC1=C(C(=O)N[C@H]2[C@H](C2)F)C(=CC(=C1)C=1N(N=C2C=C(C=C(C12)OCCCOC1OCCCC1)C=1C=NN(C1)C)C)OC)F